C(C)NC1=C2C(=NC(=C1)NC1=C(C=C(C=C1)C(=O)N1CCC(CC1)N1CCOCC1)OC)NC=C2C#N 4-(ethylamino)-6-((2-methoxy-4-(4-morpholinopiperidine-1-carbonyl)phenyl)amino)-1H-pyrrolo[2,3-b]pyridine-3-carbonitrile